tert-butyl N-[4-[1,5-bis(hydroxymethyl)-8-oxabicyclo[3.2.1]oct-6-en-3-yl]-2-(4,4-dimethylcyclohexen-1-yl)phenyl]carbamate OCC12CC(CC(C=C1)(O2)CO)C2=CC(=C(C=C2)NC(OC(C)(C)C)=O)C2=CCC(CC2)(C)C